tert-butyl 3-(6-(2,4-difluorophenyl)-1-oxoisoindolin-4-yl)-2,5-dihydro-1H-pyrrole-1-carboxylate FC1=C(C=CC(=C1)F)C1=CC(=C2CNC(C2=C1)=O)C=1CN(CC1)C(=O)OC(C)(C)C